2-(4-Bromo-2,5-difluorophenyl)acetic acid BrC1=CC(=C(C=C1F)CC(=O)O)F